C(=CC(C)=C)\C=C\C(=C)C trans-isoprenyl-3-methyl-butadiene